N-(3',4',5'-trifluoro-biphenyl-2-yl)-5-fluoro-1-methyl-3-trifluoromethyl-pyrazol-4-yl-carboxamide FC=1C=C(C=C(C1F)F)C1=C(C=CC=C1)NC(=O)C=1C(=NN(C1F)C)C(F)(F)F